(2-((4aS,5aR)-5,5-difluoro-5a-methyl-1,4,4a,5,5a,6-hexahydrocyclopropa[f]indazol-3-yl)-5-fluoro-1H-indol-6-yl)(piperazin-1-yl)methanone FC1([C@H]2CC=3C(=NNC3C[C@]21C)C=2NC1=CC(=C(C=C1C2)F)C(=O)N2CCNCC2)F